ClC1=CC2=C(C=C3N2C(=NN(C3=O)CC(=O)NC3CC2(COC2)C3)C(C)(C)O)S1 2-(2-Chloro-5-(2-hydroxypropan-2-yl)-8-oxothieno[2',3':4,5]pyrrolo[1,2-d][1,2,4]triazin-7(8H)-yl)-N-(2-oxaspiro[3.3]heptan-6-yl)acetamid